ClC1=C(C=C(OCC(=O)NC23CC(C2)(C3)C(=O)NCC3=C(C=CC=C3)OCC)C=C1)F 3-[2-(4-chloro-3-fluorophenoxy)acetamido]-N-[(2-ethoxyphenyl)methyl]bicyclo[1.1.1]pentane-1-carboxamide